ClC1=C(C=CC=C1)C=1N=C(SC1)N(\N=C\C1=C(C(=O)NS(=O)(=O)CC)C=CC(=C1)F)C (E)-2-((2-(4-(2-chlorophenyl)thiazol-2-yl)-2-methylhydrazono)methyl)-N-(ethylsulfonyl)-4-fluorobenzamide